N-hexadecyl-2-(3,4-di-tetrahydropyranyloxyphenyl)-3,7-di-tetrahydropyranyloxylquinolin-4-one C(CCCCCCCCCCCCCCC)N1C(=C(C(C2=CC=C(C=C12)OC1OCCCC1)=O)OC1OCCCC1)C1=CC(=C(C=C1)OC1OCCCC1)OC1OCCCC1